C=1N=CN2C1CCC(C2)C(=O)N 5,6,7,8-tetrahydroimidazo[1,5-a]pyridine-6-carboxamide